ClC=1C=CC(=C(C1)C1=CC(N(C=C1OC)C(C(=O)NC1=CC(=C(C(=O)NC)C=C1)F)F)=O)N1N=NN=C1 4-(2-(4-(5-chloro-2-(1H-tetrazol-1-yl)phenyl)-5-methoxy-2-oxopyridin-1(2H)-yl)-2-fluoroacetamido)-2-fluoro-N-methylbenzamide